CC1(C=C2C(=CC=3N2C=NNC3)C1)C 7,7-dimethyl-7,8-dihydro-2H-cyclopenta[4,5]Pyrrolo[1,2-d][1,2,4]Triazine